1-(6-(4-fluorophenyl)-4-(1-methyl-1H-pyrazol-3-yl)pyridin-3-yl)piperazine FC1=CC=C(C=C1)C1=CC(=C(C=N1)N1CCNCC1)C1=NN(C=C1)C